C(O)C(CC(O)(O)O)(CO)CO trimethylolpropanetriol